diphenyl-(9-anthracenyl)sulfoxonium C1(=CC=CC=C1)[S+](=O)(C=1C2=CC=CC=C2C=C2C=CC=CC12)C1=CC=CC=C1